COC=1C=C(C=CC1)C1NCC2C1CNC2 (3-methoxyphenyl)octahydropyrrolo[3,4-c]pyrrole